O=C1NC(CCC1N1C(C2=CC=C(C=C2C1=O)OC1CCN(CC1)CC=1C=C(OCCN2C=CC3=CC=C(C=C23)C(=O)NO)C=CC1)=O)=O 1-(2-(3-((4-((2-(2,6-dioxopiperidin-3-yl)-1,3-dioxoisoindolin-5-yl)oxy)piperidin-1-yl)methyl)phenoxy)ethyl)-N-hydroxy-1H-indole-6-carboxamide